C(C=C)(=O)N1C[C@@H](O[C@H](C1)C)C1=CC(=NC(=C1)Cl)C=1C=C(C(=O)N(C)C)C=CC1 3-(4-((2S,6S)-4-acryloyl-6-methylmorpholin-2-yl)-6-chloropyridin-2-yl)-N,N-dimethylbenzamide